(S)-2-amino-1-(2-hydroxy-2-phenylethyl)-1H-benzo[d]Imidazole-5-carboxamide NC1=NC2=C(N1C[C@H](C1=CC=CC=C1)O)C=CC(=C2)C(=O)N